2-((3,5-dicyano-4-ethyl-6-((S)-3-hydroxypyrrolidin-1-yl)pyridin-2-yl)thio)-2-phenylacetamide C(#N)C=1C(=NC(=C(C1CC)C#N)N1C[C@H](CC1)O)SC(C(=O)N)C1=CC=CC=C1